5-[3-(benzylamino)propyl]-7-chloro-8-fluoro-2-methylsulfanyl-3H-pyrido[4,3-d]pyrimidin-4-one C(C1=CC=CC=C1)NCCCC1=NC(=C(C=2N=C(NC(C21)=O)SC)F)Cl